2-(benzyl(2-hydroxypropyl)amino)-1-(1-methyl-1H-pyrazol-4-yl)ethan-1-one C(C1=CC=CC=C1)N(CC(=O)C=1C=NN(C1)C)CC(C)O